isopropyl (Z)-5-(4-chlorophenyl)-2-(4-(2-methoxy-2-oxoethoxy)benzylidene)-7-methyl-3-oxo-2,3-dihydro-5H-thiazolo[3,2-a]pyrimidine-6-carboxylate ClC1=CC=C(C=C1)C1C(=C(N=C2N1C(/C(/S2)=C/C2=CC=C(C=C2)OCC(=O)OC)=O)C)C(=O)OC(C)C